NC=1C2=C(N=CN1)N(N=N2)[C@@H]2O[C@@H]([C@H]([C@H]2O)O)CO (2R,3R,4S,5R)-2-(7-amino-3H-[1,2,3]triazolo[4,5-d]pyrimidin-3-yl)-5-(hydroxymethyl)tetrahydrofuran-3,4-diol